4-(benzyloxy)-3-(1,3-dithian-2-yl)-5-fluorobenzoic acid C(C1=CC=CC=C1)OC1=C(C=C(C(=O)O)C=C1F)C1SCCCS1